(3-hydroxy-8-iodonaphthalen-1-yl)(2-((1-(((S)-3-methoxypiperidin-1-yl)methyl)cyclopropyl)methoxy)-4-(2-methylazepan-1-yl)-5,7-dihydro-6H-pyrrolo[3,4-d]pyrimidin-6-yl)methanone OC=1C=C(C2=C(C=CC=C2C1)I)C(=O)N1CC=2N=C(N=C(C2C1)N1C(CCCCC1)C)OCC1(CC1)CN1C[C@H](CCC1)OC